NC=1SC2=C(N1)C(=CC=C2)C2=C(C=C1C(=NC(=NC1=C2F)OC[C@H]2N(CCC2)C)N2CCNCC(C2)CO)Cl (1-(7-(2-aminobenzo[d]-thiazol-4-yl)-6-chloro-8-fluoro-2-(((S)-1-methylpyrrolidin-2-yl)methoxy)quinazolin-4-yl)-1,4-diazepan-6-yl)methanol